stearyl-pentaerythritol bisphosphite P(O)(O)O.P(O)(O)O.C(CCCCCCCCCCCCCCCCC)C(O)C(CO)(CO)CO